O=C1SC(C(N1)=O)=CC1=CC=C(OC2CCN(CC2)C(=O)N)C=C1 4-{4-[(2,4-dioxothiazolidin-5-ylidene)methyl]phenoxy}piperidine-1-carboxamide